[dibenzo[a,j]phenoxathiine-3,11-diyldi(3,1-phenylene)]dimethanol C1=CC(=CC=2C=CC=3OC=4C=CC5=C(C4SC3C21)C=CC(=C5)C=5C=C(C=CC5)CO)C=5C=C(C=CC5)CO